NCCCOC=1C=C2C(=NN(C2=CC1)C1OCCCC1)C=1C=C(C=CC1)CO [3-[5-(3-aminopropoxy)-1-tetrahydropyran-2-yl-indazol-3-yl]phenyl]methanol